7H-pyrido[2,3-b]azepine-6-carboxamide N1=CC=CC2=C1N=CCC(=C2)C(=O)N